S1C(=NC2=C1C=CC=C2)CCN 2-(1,3-benzothiazole-2-yl)ethylamine